C1(=CC=C(C=C1)OC(OC1=CC=C(C=C1)C1=CC=CC=C1)=O)C1=CC=CC=C1 Di-(biphenyl-4-yl)-carbonat